iron-nickel lead [Pb].[Ni].[Fe]